N-[(Z)-(5-nitrothiophen-2-yl)methylideneamino]-3-phenylpropanamide [N+](=O)([O-])C1=CC=C(S1)\C=N/NC(CCC1=CC=CC=C1)=O